P(O)(=O)(OP(=O)(O)O)OC[C@@H]1[C@H]([C@H]([C@@H](O1)N1C(=NC=2C(N)=NC=NC12)N)O)O 8-amino-adenosine diphosphate